ClC=1C=C(C=C(C1)Cl)C=1N(C(C(=C(N1)C(=O)NC=1C=NOC1)O)=O)C 2-(3,5-dichlorophenyl)-5-hydroxy-N-(isoxazol-4-yl)-1-methyl-6-oxo-1,6-dihydropyrimidine-4-carboxamide